CC1=CC=2N(C=C1C1CCN(CC1)S(=O)(=O)C=1C=C3C(=NC1)OCC3)N=CN2 5-((4-(7-methyl-[1,2,4]triazolo[1,5-a]pyridin-6-yl)piperidin-1-yl)sulfonyl)-2,3-dihydrofuro[2,3-b]pyridine